C(CCCCCCC\C=C/C\C=C/CCCCC)OCC(COCCCCCCCC)N1CCCC1 1-{2-[(9Z,12Z)-octadec-9,12-dien-1-yloxy]-1-[(octyloxy)methyl]ethyl}pyrrolidine